[W].[Mn].[Ce] cerium-manganese-tungsten